1-(4-methoxypyridin-2-yl)-5-(trifluoromethyl)-1H-pyrazole-4-carboxylic acid COC1=CC(=NC=C1)N1N=CC(=C1C(F)(F)F)C(=O)O